C1(CC1)C=1C(=C(C=CC1)S(=O)(=O)C=1C(=CC(=NC1)C)C1=NOCC(N1)CC1=C(C=C(C=C1)C)C)F 3-{5-[(3-Cyclopropyl-2-fluorophenyl)sulfonyl]-2-methylpyridin-4-yl}-5-(2,4-dimethylbenzyl)-5,6-dihydro-4H-1,2,4-oxadiazine